C(C)(C)(C)OC(=O)N([C@H](C(=O)N(C)[C@@H](C(=O)OC)CCC(F)(F)F)CC(C)C)C methyl (R)-2-((S)-2-((tert-butoxycarbonyl)(methyl)amino)-N,4-dimethylpentanamido)-5,5,5-trifluoropentanoate